C(#N)[C@H]1N(CSC1)C(CNC(=O)C1=CC=NC2=CC=C(C=C12)N1CC(CCC1)(F)F)=O (R)-N-(2-(4-Cyanothiazolidin-3-yl)-2-oxoethyl)-6-(3,3-difluoropiperidin-1-yl)-quinoline-4-carboxamide